COC1=NC=C(C=N1)C1=C(C=NC2=CC=CC=C12)C=O 4-(2-Methoxypyrimidin-5-yl)quinoline-3-carbaldehyde